tert-butyl (1r,4r)-4-ethoxycyclohexylcarbamate C(C)OC1CCC(CC1)NC(OC(C)(C)C)=O